CN(CCCN(C(CCCCCCCCC(=O)OCC(CCCCCC)CCCC)CCCCCCCCC(=O)OCC(CCCCCC)CCCC)C(CCCCCCCC)=O)C 1,19-Bis(2-butyloctyl) 10-[[3-(dimethylamino)propyl](1-oxononyl)amino]nonadecanedioate